C(C(C)(C)C)(=O)OCO[C@@H]1[C@H](O[C@H]([C@]1(C)F)N1C2=NC(=NC(=C2N=C1)NC)N)COCOC(C(C)(C)C)=O (((2R,3R,4R,5R)-5-(2-amino-6-(methylamino)-9H-purin-9-yl)-4-fluoro-4-methyl-2-(((pivaloyloxy)methoxy)methyl)tetrahydrofuran-3-yl)oxy)methyl pivalate